4-(2,2-difluoroethoxy)-1,2,5-oxadiazole-3-carboxamide FC(COC=1C(=NON1)C(=O)N)F